FC(OC1=CC=C(C(=O)N2CC3=CC=CC(=C3CC2)C(CC(=O)O)C2=CC3=C(N(N=N3)C)C(=C2)OC)C=C1)F 3-[2-(4-difluoromethoxybenzoyl)-1,2,3,4-tetrahydroisoquinolin-5-yl]-3-(7-methoxy-1-methyl-1H-benzo[d][1,2,3]triazol-5-yl)propanoic acid